4-[(tert-butoxycarbonyl)(methyl)amino]butanoic acid C(C)(C)(C)OC(=O)N(CCCC(=O)O)C